NC1=NC(=NC=C1)C=1C=NN(C1OCC(CNC1=C(C=NC(=C1)Cl)C1=NC=CC(=C1F)CO)(C)C)C (4'-((3-((4-(4-Aminopyrimidin-2-yl)-1-methyl-1H-pyrazol-5-yl)oxy)-2,2-dimethylpropyl)amino)-6'-chloro-3-fluoro-[2,3'-bipyridin]-4-yl)methanol